2-((S)-5-{5-chloro-2-[(oxacyclohex-4-yl)amino]pyrimidin-4-yl}-1-methyl-3-oxo-2,3-dihydro-1H-isoindol-2-yl)-N-[(1S)-2-hydroxy-1-(6-methoxypyridin-2-yl)ethyl]acetamide ClC=1C(=NC(=NC1)NC1CCOCC1)C=1C=C2C(N([C@H](C2=CC1)C)CC(=O)N[C@H](CO)C1=NC(=CC=C1)OC)=O